C(=O)C1=CC=C(C=C1)C1=CC=C(C=C1)C1=CC=C(C=C1)C=O diformyl-p-terphenyl